C(=O)(OC(C)(C)C)N1C(CC(CC1)B1OC(C)(C)C(C)(C)O1)NCCBr N-Boc-(2-bromoethylamino)piperidine-4-boronic acid pinacol ester